2-dicyclohexylphosphoryl-2',4',6'-triisopropylbiphenyl C1(CCCCC1)P(=O)(C1CCCCC1)C1=C(C=CC=C1)C1=C(C=C(C=C1C(C)C)C(C)C)C(C)C